O1C2=C(N=CC1=O)C=CC=C2 2H-benzo[b][1,4]oxazin-2-one